4-(4-bromophenyl)-1-methyl-pyrazole BrC1=CC=C(C=C1)C=1C=NN(C1)C